C(C(C)C)NC=1C2=C(N=C(N1)NC1=C(C=C(C=C1)S(=O)(=O)C)OC)NC=C2C#N 4-(isobutylamino)-2-((2-methoxy-4-(methyl-sulfonyl)phenyl)amino)-7H-pyrrolo[2,3-d]pyrimidine-5-carbonitrile